CC(C)(C#CC(C)(OOC(C)(C)C)C)OOC(C)(C)C 2,5-dimethyl-2,5-di(tertiary butylperoxy)hexyn